C1(CCCC1)CC(=O)N1CC=2C=CC(=NC2CC1)N1C2CNCC1CC(C2)O 2-cyclopentyl-1-(2-(7-hydroxy-3,9-diazabicyclo[3.3.1]non-9-yl)-7,8-dihydro-1,6-naphthyridin-6(5H)-yl)ethan-1-one